2-hydroxy-2-methyl-1-[(3S)-3-phenyl-1,2-oxazolidin-2-yl]propan-1-one OC(C(=O)N1OCC[C@H]1C1=CC=CC=C1)(C)C